N[C@H]1CCCC12CCN(CC2)C=2C(NC(=CN2)SC2=C(C(=NC=C2)Cl)Cl)=O (S)-3-(1-amino-8-azaspiro[4.5]decan-8-yl)-6-((2,3-dichloropyridin-4-yl)thio)pyrazin-2(1H)-one